3-(4-chlorophenyl)-3,8-diazabicyclo[3.2.1]octane 2HCl Cl.Cl.ClC1=CC=C(C=C1)N1CC2CCC(C1)N2